C(C)OC(CC)=C1C(N(C2=CC=CC=C12)CC(F)(F)F)=O 3-(1-ethoxypropylidene)-2-oxo-N-(2,2,2-trifluoroethyl)indoline